2-((4-(pyridin-4-yl)piperazin-1-yl)methyl)-1H-indole-5-carboxylic acid N1=CC=C(C=C1)N1CCN(CC1)CC=1NC2=CC=C(C=C2C1)C(=O)O